methyl O-methyl-N-(2-((S)-5-oxo-1-(2,3,5-trifluorobenzyl)pyrrolidin-2-yl)acetyl)-L-threoninate CO[C@@H]([C@H](NC(C[C@H]1N(C(CC1)=O)CC1=C(C(=CC(=C1)F)F)F)=O)C(=O)OC)C